3-fluoro-4-(2-hydroxypropan-2-yl)thiophene-2-sulfonimidamide FC1=C(SC=C1C(C)(C)O)S(=O)(N)=N